2-[2-[3,4-bis(2-hydroxyethoxy) oxolan-2-yl]-2-(2-hydroxyethoxy) ethoxy]ethyl octadec-9-enoate C(CCCCCCCC=CCCCCCCCC)(=O)OCCOCC(OCCO)C1OCC(C1OCCO)OCCO